(2S,3R)-p-methylsulfonyl-phenylserine magnesium salt [Mg+2].CS(=O)(=O)C1=CC=C(C=C1)N[C@@H](CO)C(=O)[O-].CS(=O)(=O)C1=CC=C(C=C1)N[C@@H](CO)C(=O)[O-]